N1(N=CC=C1)C=1C=C(C=NC1)N1C(N(C2=C1C=CC=C2)CC2CCC(CC2)NC(C2=C(N=CC(=C2)Cl)C)=O)=O N-((1r,4r)-4-((3-(5-(1H-pyrazol-1-yl)pyridin-3-yl)-2-oxo-2,3-dihydro-1H-benzo[d]imidazol-1-yl)methyl)cyclohexyl)-5-chloro-2-methylnicotinamide